1-cyclopropyl-6-(4-isopropoxypyrrolo[2,1-f][1,2,4]triazin-5-yl)-2-methyl-1H-imidazo[4,5-b]pyridine C1(CC1)N1C(=NC2=NC=C(C=C21)C=2C=CN1N=CN=C(C12)OC(C)C)C